(S)-4-bromo-5-(1-(3-ethoxy-4-methoxy-phenyl)-2-(methyl-sulfonyl)ethyl)-4H-thieno[2,3-c]pyrrol-6(5H)-one Br[C@H]1C2=C(C(N1C(CS(=O)(=O)C)C1=CC(=C(C=C1)OC)OCC)=O)SC=C2